2-(6-bromopyrrolo[3,2-c]pyridin-1-yl)ethoxy-tert-butyl-dimethyl-silane BrC1=CC2=C(C=N1)C=CN2CCO[Si](C)(C)C(C)(C)C